tertbutyl (R)-(3-(5-chloro-2-methoxyphenyl)-5-oxopentyl)(methyl)carbamate ClC=1C=CC(=C(C1)[C@H](CCN(C(OC(C)(C)C)=O)C)CC=O)OC